FC1=C(C=CC(=C1)F)C1=C2CCOCC2=CC=C1 5-(2,4-difluorophenyl)isochroman